NC1=C(C=C(C=C1)C1=NOC(N1)=O)N1CCCC1 3-(4-amino-3-(pyrrolidin-1-yl)phenyl)-1,2,4-oxadiazol-5(4H)-one